(ethylsulfonyloxy-imino)-4-methoxyphenylacetonitrile C(C)S(=O)(=O)ON=C(C#N)C1=CC=C(C=C1)OC